[C@H]12COC[C@@H]2C1NC1=CC2=C(N=CN=C2N(C(OC(C)(C)C)=O)CC2=C(C=C(C=C2)OC)OC)C(=N1)C1=C(C(=CC=C1C)OCC1=CC=CC=C1)C tert-butyl (6-(((1R,5S,6r)-3-oxabicyclo[3.1.0]hexan-6-yl)amino)-8-(3-(benzyloxy)-2,6-dimethylphenyl)pyrido[3,4-d]pyrimidin-4-yl)(2,4-dimethoxybenzyl)carbamate